2-(tert-butyl)-N4-phenylpyrimidine-4,5-diamine C(C)(C)(C)C1=NC=C(C(=N1)NC1=CC=CC=C1)N